CC=1C=NC=C(C1C1=CC2=C(OC(CN2S(=O)(=O)C2=CC=CC=C2)C(=O)N)C=C1)C 6-(3,5-dimethylpyridin-4-yl)-4-(benzenesulfonyl)-3,4-dihydro-2H-benzo[b][1,4]Oxazine-2-carboxamide